2-(3-bromophenylthio)acetic acid BrC=1C=C(C=CC1)SCC(=O)O